BrC1=CC(=C(CCNCC2=C(C=CC=C2)O)C=C1OC)OC 2-(((4-bromo-2,5-dimethoxyphenethyl)amino)methyl)phenol